FC=1C=C(C=CC1)C1CCC2=NC=3C(=NC(=CC3)C=3C=NC(=NC3)C(C)(C)O)N21 2-(5-(8-(3-fluorophenyl)-7,8-dihydro-6H-pyrrolo[2',1':2,3]imidazo[4,5-b]pyridin-2-yl)pyrimidin-2-yl)propan-2-ol